CC=1SC(=C(N1)N1CCC(CC1)(F)CN1C2=NC(=NC=C2NC1=O)C1=C(C=CC=C1)C(C)C)C 9-((1-(2,5-dimethylthiazol-4-yl)-4-fluoropiperidin-4-yl)methyl)-2-(2-isopropylphenyl)-7,9-dihydro-8H-purin-8-one